Ethyl 2-(1-(4-(4,4,5,5-tetramethyl-1,3,2-dioxaborolan-2-yl)phenyl)piperidin-4-yl)acetate CC1(OB(OC1(C)C)C1=CC=C(C=C1)N1CCC(CC1)CC(=O)OCC)C